4-(4-(2-methyl-2H-indazol-5-yl)phenyl)-N-(pyridin-3-yl)butanamide CN1N=C2C=CC(=CC2=C1)C1=CC=C(C=C1)CCCC(=O)NC=1C=NC=CC1